(S)-8-(4-tert-butyl-1-p-tolyl-4,5-dihydro-1H-imidazol-2-yl)-3-cyanoquinoline C(C)(C)(C)[C@@H]1N=C(N(C1)C1=CC=C(C=C1)C)C=1C=CC=C2C=C(C=NC12)C#N